2,3-dihydroxyisophthalaldehyde OC1C(C=O)=CC=CC1(C=O)O